3,5-bis-(hydroxymethyl)-1-methanesulfonamidobenzene OCC=1C=C(C=C(C1)CO)NS(=O)(=O)C